C(C)(C)(C)OC[C@@H](C=1N=C2N(N=CC(=C2)[C@@H](NC(CCC(F)(F)F)=O)C2CC2)C1)NC(=O)C1=NON=C1C |o1:15| N-((R)-2-(tert-Butoxy)-1-(7-((S*)-cyclopropyl(4,4,4-trifluorobutanamido)methyl)imidazo[1,2-b]pyridazin-2-yl)ethyl)-4-methyl-1,2,5-oxadiazole-3-carboxamide